1-(7-bromo-5-(trifluoromethyl)-3,4-dihydroisoquinolin-2(1H)-yl)ethan-1-one BrC1=CC(=C2CCN(CC2=C1)C(C)=O)C(F)(F)F